(s)-2-(4-methoxyphenyl)-5-(1-(4-(trifluoromethyl)phenethyl)piperidin-3-yl)-2,4-dihydro-3H-1,2,4-triazol-3-one COC1=CC=C(C=C1)N1N=C(NC1=O)[C@@H]1CN(CCC1)CCC1=CC=C(C=C1)C(F)(F)F